N-[4-[(E)-3-[4-(Dimethylamino)phenyl]prop-2-enoyl]phenyl]-5-[(1,3-dioxoisoindol-2-yl)methyl]-2-hydroxybenzamide CN(C1=CC=C(C=C1)/C=C/C(=O)C1=CC=C(C=C1)NC(C1=C(C=CC(=C1)CN1C(C2=CC=CC=C2C1=O)=O)O)=O)C